COC(C1=C(C(=CC=C1)C)S(=O)(=O)Cl)=O 2-Chlorosulfonyl-3-methylbenzoic acid methyl ester